C(C)C(COP(OCC(CCCC)CC)(=O)C(C1=CC=CC=C1)N(CCCCCC)CCCCCC)CCCC 1-(N,N'-dihexylamino)-1-phenylmethylphosphonic acid di(2-ethylhexyl) ester